methyl 5-[5-({5-[(2-amino-5-bromophenyl) amino] hexyl} oxy)-1-methylpyrazol-4-yl]-1-methyl-6-oxopyridine-3-carboxylate NC1=C(C=C(C=C1)Br)NC(CCCCOC1=C(C=NN1C)C1=CC(=CN(C1=O)C)C(=O)OC)C